(4-amino-7-chloro-1,3-dihydrofuro[3,4-c]quinolin-8-yl)((3R)-3-hydroxy-3-(4-(trifluoromethyl)phenyl)-1-pyrrolidinyl)methanone NC1=NC=2C=C(C(=CC2C2=C1COC2)C(=O)N2C[C@@](CC2)(C2=CC=C(C=C2)C(F)(F)F)O)Cl